1-(7-(8-bromo-7-fluoro-3-hydroxynaphthalen-1-yl)-8-fluoro-2-(((2R,7aS)-2-fluorohexahydro-1H-pyrrolizin-7a-yl)methoxy)pyrido[4,3-d]pyrimidin-4-yl)-3-methylpiperidin-3-ol BrC=1C(=CC=C2C=C(C=C(C12)C1=C(C=2N=C(N=C(C2C=N1)N1CC(CCC1)(O)C)OC[C@]12CCCN2C[C@@H](C1)F)F)O)F